N-(3-methoxybenzyl)-N-(3-(pyrrolidin-1-yl)benzyl)aniline tert-butyl-N-[[1-[5-(anilinomethyl)-2-chloro-pyrimidin-4-yl]pyrrolidin-3-yl]methyl]carbamate C(C)(C)(C)OC(NCC1CN(CC1)C1=NC(=NC=C1CNC1=CC=CC=C1)Cl)=O.COC=1C=C(CN(C2=CC=CC=C2)CC2=CC(=CC=C2)N2CCCC2)C=CC1